(2R,3R)-p-methylsulfonylphenylserine CS(=O)(=O)C1=CC=C(C=C1)N[C@H](CO)C(=O)O